C(C)(=O)NC1=CC=C(C=N1)CC1=C(C(=O)NCC2=C(C(=CC=C2)OC)Cl)C=CC=C1F ((6-acetamidopyridin-3-yl)methyl)-N-(2-chloro-3-methoxybenzyl)-3-fluorobenzamide